COCCC(C)(C)Cl 3-methoxy-1,1-dimethyl-propylchlorid